7-bromo-3-chloro-8-[3-(methylsulfonylmethyl)azetidin-1-yl]-5-(propan-2-yl)isoquinoline BrC1=CC(=C2C=C(N=CC2=C1N1CC(C1)CS(=O)(=O)C)Cl)C(C)C